6-bromo-2-fluoro-4-hydroxypyrazolo[1,5-a]pyridine BrC=1C=C(C=2N(C1)N=C(C2)F)O